(1-(2-fluorophenyl)-2-methyl-1H-imidazol-4-yl)-N-(1-(methylsulfonyl)piperidin-4-yl)-5-(trifluoromethyl)pyrimidin-2-amine FC1=C(C=CC=C1)N1C(=NC(=C1)C1=NC(=NC=C1C(F)(F)F)NC1CCN(CC1)S(=O)(=O)C)C